O[C@@H]1C[C@H](N(C1)C(=O)OC(C)(C)C)C(N[C@@H](CO)C1=CC=C(C=C1)C1=C(C(=CC=C1F)F)F)=O tert-butyl (2S,4R)-4-hydroxy-2-(((R)-2-hydroxy-1-(2',3',6'-trifluoro-[1,1'-biphenyl]-4-yl)ethyl)carbamoyl)pyrrolidine-1-carboxylate